C(CCCCCCCCCCCCCCCCCCCCCCCCCCCCCCCCCCCCCCC)(=O)OCCCCCCCCCCCC lauryl tetracontanoate